2-cyclopropoxy-6-(1-methyl-1H-pyrazol-5-yl)-4-(trifluoromethyl)benzonitrile C1(CC1)OC1=C(C#N)C(=CC(=C1)C(F)(F)F)C1=CC=NN1C